N,N-dimethyl-2-[1-phenyl-1-(2-pyridyl)ethoxy]ethylamine CN(C)CCOC(C)(C1=NC=CC=C1)C1=CC=CC=C1